COCCNS(O)(=O)=O N-(2-Methoxyethyl)Sulfamic Acid